N-(2-(3-isopropylpiperazin-1-yl)-6-methylpyrimidin-4-yl)-1H-indazol-5-amine C(C)(C)C1CN(CCN1)C1=NC(=CC(=N1)NC=1C=C2C=NNC2=CC1)C